(R)-N-methyl-N-(4-(3-methylmorpholinyl)-2-(1H-pyrrolo[2,3-b]pyridin-4-yl)thieno[3,2-d]pyrimidin-7-yl)methanesulfonamide CN(S(=O)(=O)C)C1=CSC2=C1N=C(N=C2N2[C@@H](COCC2)C)C2=C1C(=NC=C2)NC=C1